C(C)(C)(C)OC(=O)N1CC(CC1)(O)O (R)-3-hydroxy-3-hydroxypyrrolidine-1-carboxylic acid tert-butyl ester